C(CCC)C(COCCCO)CCCC 3-((2-butylhexyl)oxy)propan-1-ol